5-(difluoromethyl)-3-((1-((5-fluoro-2-methoxypyridin-3-yl)methyl)-6-oxo-4-(1,1,2,2-tetrafluoroethyl)-1,6-dihydropyrimidin-5-yl)oxy)-2-methylbenzonitrile FC(C=1C=C(C(=C(C#N)C1)C)OC1=C(N=CN(C1=O)CC=1C(=NC=C(C1)F)OC)C(C(F)F)(F)F)F